N-[3-(6-chloro-1,3-benzothiazol-2-yl)-1-bicyclo[1.1.1]pentanyl]-5-(cyclopropylmethylsulfinyl)furan-2-carboxamide ClC1=CC2=C(N=C(S2)C23CC(C2)(C3)NC(=O)C=3OC(=CC3)S(=O)CC3CC3)C=C1